FC(OC=1C=CC=C(C(=O)N)C1)(F)F 5-(trifluoromethoxy)benzamide